FC1=C(C=NN1)C1=CC=C2C(=CN(C2=C1)CCNC)C(=O)C1COC2=CC=C(C=C2C1)OC [6-(5-Fluoro-1H-pyrazol-4-yl)-1-[2-(methylamino)ethyl]indol-3-yl]-(6-methoxychroman-3-yl)methanone